Cl[Si](C=C[Si](Cl)(Cl)Cl)(Cl)Cl 1,2-bis-trichlorosilylethene